C(C1=CC=CC=C1)(=O)NC1=NC(NC=C1C)=O benzoyl-5-methyl-cytosine